C(C)(=O)O[C@@H]1[C@@H]([C@H](O[C@H]1N1C2=NC(=NC=C2N(C1=O)COC)N)COC(C)=O)F ((2R,3R,4S,5R)-4-acetoxy-5-(2-amino-7-(methoxymethyl)-8-oxo-7,8-dihydro-9H-purin-9-yl)-3-fluorotetrahydrofuran-2-yl)methylacetat